ClCC(C)(C)O chlorot-butyl alcohol